FC(CCC1CN(C2=C(S(C1F)(=O)=O)C=C(C(=C2)SC)OC)C2=CC(=CC=C2)F)(C)F 3-(3,3-difluorobutyl)-2-fluoro-5-(3-fluorophenyl)-8-methoxy-7-(methylthio)-2,3,4,5-tetrahydrobenzo[b][1,4]thiazepine 1,1-dioxide